C1(=CC=CC=C1)N(C(CC)=O)C1(CCN(CC1)CCC1=CC=CC=C1)C1=CC=CC=C1 N-Phenyl-N-[4-phenyl-1-(2-phenylethyl)piperidin-4-yl]propanamide